ClC=1C=C(C=CC1C)[C@H]1CC2(CN(C2)C(=O)C2CC(C2)(C)O)CC1 |r| (rac)-(6-(3-chloro-4-methylphenyl)-2-azaspiro[3.4]oct-2-yl)((1s,3s)-3-hydroxy-3-methylcyclobutyl)methanone